C(C)(C)(C)OC(=O)N1C[C@H]2C=C[C@@H](C1)N2C(C)(C)C2=CC=CC=C2 (1R,5S)-8-(2-phenylpropane-2-yl)-3,8-diazabicyclo[3.2.1]oct-6-ene-3-carboxylic acid tert-butyl ester